Cl.CC1(CNC1)CNC(C)=O N-((3-methylazetidin-3-yl)methyl)acetamide hydrochloride